FC(OC1=CC(=C(C=C1NC1=NC=CC(=N1)N1CC2(C3=NC=CC=C31)CCC2)NC(C=C)=O)N(C)CCN(C)C)F N-(4-(difluoromethoxy)-2-((2-(dimethylamino)ethyl)(methyl)amino)-5-((4-(spiro[cyclobutane-1,3'-pyrrolo[3,2-b]pyridin]-1'(2'H)-yl)pyrimidin-2-yl)amino)phenyl)acrylamide